ClC1=CC(=C(S1)C(=O)NCCC1=C(C=CC=C1)OC)NC(C1=CC(=C(C=C1)O)Cl)=O 5-chloro-3-(3-chloro-4-hydroxybenzamido)-N-(2-methoxyphenethyl)thiophene-2-carboxamide